N-Boc-2-(piperidin-2-yl)-2-(p-tolyl)acetic acid C(=O)(OC(C)(C)C)N1C(CCCC1)C(C(=O)O)C1=CC=C(C=C1)C